Cl[Si](CCC(F)(F)F)(C)C chloro-dimethyl-(3,3,3-trifluoropropyl)silane